[K].FC(OCB)(F)F trifluoro(methoxymethyl)-borane, potassium salt